(3-chloro-4-fluorophenyl)(5-iodo-1-((2-(trimethylsilyl)ethoxy)methyl)-1H-imidazol-2-yl)meth-anol ClC=1C=C(C=CC1F)C(O)C=1N(C(=CN1)I)COCC[Si](C)(C)C